N-(3-(3,3-difluoro-1-(4-methyl-4H-1,2,4-triazol-3-yl)cyclobutyl)phenyl)-5-(((2-ethylbutyl)amino)methyl)-2-oxo-1-(2,2,2-trifluoroethyl)-1,2-dihydropyridine-3-carboxamide FC1(CC(C1)(C1=NN=CN1C)C=1C=C(C=CC1)NC(=O)C=1C(N(C=C(C1)CNCC(CC)CC)CC(F)(F)F)=O)F